O=C1NC(CCC1N1C(N(C2=C1C=CC(=C2)C2CCC(CC2)CCC(=O)O)C)=O)=O 3-[(1s,4s)-4-[1-(2,6-dioxopiperidin-3-yl)-3-methyl-2-oxo-1,3-benzodiazol-5-yl]cyclohexyl]propanoic acid